NCCNC(=O)C=1C=NN2C1CN=C(C1=C2C=CC(=C1)Cl)C1=C(C=CC=C1)F N-(2-aminoethyl)-8-chloro-6-(2-fluorophenyl)-4H-pyrazolo[1,5-a][1,4]benzodiazepine-3-carboxamide